((1S,6R,7R)-3-(3-(4-chloro-2-(2-methoxyethyl)-2H-indazol-5-yl)-1H-pyrazolo[3,4-b]pyrazin-6-yl)-7-(2-fluorophenyl)-3-azabicyclo[4.1.0]heptan-7-yl)methanamine ClC=1C2=CN(N=C2C=CC1C1=NNC2=NC(=CN=C21)N2C[C@@H]1[C@]([C@@H]1CC2)(C2=C(C=CC=C2)F)CN)CCOC